NC1CN(CC1)C(=O)C1=CC=C(C=C1)NC=1N=CC2=C(C3=C(C(=NC2)C2=C(C=CC=C2)F)C=C(C=C3)Cl)N1 (3-Amino-pyrrolidin-1-yl)-{4-[9-chloro-7-(2-fluoro-phenyl)-5H-benzo[c]pyrimido[4,5-e]azepin-2-ylamino]-phenyl}-methanone